(S)-7-(tert-butyl)-N-((R)-1-(6-chloropyridin-3-yl)-3-hydroxypropyl)-5,6,7,8-tetrahydrothiazolo[5,4-b]quinoline-2-carboxamide C(C)(C)(C)[C@@H]1CC=2C=C3C(=NC2CC1)SC(=N3)C(=O)N[C@H](CCO)C=3C=NC(=CC3)Cl